5-(p-Chlorophenyl)-6-[1-(tetrahydro-2H-pyran-2-yl)-1H-pyrazol-4-yl]-4-pyrimidinylamine ClC1=CC=C(C=C1)C=1C(=NC=NC1C=1C=NN(C1)C1OCCCC1)N